1-(2-hydroxyethyl)-1H-pyrazole-4-carboxylic acid ethyl ester C(C)OC(=O)C=1C=NN(C1)CCO